BrC=1C=C2C(C=C(OC2=CC1O)C)=O 6-bromo-7-hydroxy-2-methylchromen-4-one